2-(4-Chloro-7-fluoro-6-(1-methyl-2-oxo-1,2,3,4-tetrahydroquinolin-6-yl)-2H-indazol-2-yl)-2-(6,7-dihydro-5H-pyrrolo[1,2-c]imidazol-1-yl)-N-(thiazol-2-yl)acetamide ClC=1C2=CN(N=C2C(=C(C1)C=1C=C2CCC(N(C2=CC1)C)=O)F)C(C(=O)NC=1SC=CN1)C1=C2N(C=N1)CCC2